5-bromo-2-(6-(pyrrolidin-1-yl)pyridin-3-yl)thiazole BrC1=CN=C(S1)C=1C=NC(=CC1)N1CCCC1